4-amino-1-[4-[5-(trifluoromethyl)pyrimidin-2-yl]piperazin-1-yl]butan-1-one NCCCC(=O)N1CCN(CC1)C1=NC=C(C=N1)C(F)(F)F